(R)-1-[6-[3-(1,4-dimethyl-1H-imidazole-5-yl)-1H-pyrrolo[2,3-b]pyridin-5-yl]-8-[morpholin-3-yl]-3,4-dihydroisoquinolin-2(1H)-yl]-2-Hydroxy-2-methylpropan-1-one CN1C=NC(=C1C1=CNC2=NC=C(C=C21)C=2C=C1CCN(CC1=C(C2)[C@H]2NCCOC2)C(C(C)(C)O)=O)C